F[B-](F)(F)F.C(C)(C)(C)[PH+](C(C)(C)C)C(C)(C)C tri-t-butylphosphonium tetrafluoroborate